N-(trans-4-(dimethylamino)cyclohexyl)-3-(2-(4-(4-ethoxy-6-oxo-1H-pyridin-3-yl)-2-fluorophenyl)acetamido)-5-(trifluoromethyl)benzamide CN([C@@H]1CC[C@H](CC1)NC(C1=CC(=CC(=C1)C(F)(F)F)NC(CC1=C(C=C(C=C1)C1=CNC(C=C1OCC)=O)F)=O)=O)C